7-bromoheptyl 4,4-bis(oct-3-yn-1-yloxy)butanoate C(CC#CCCCC)OC(CCC(=O)OCCCCCCCBr)OCCC#CCCCC